(S)-N-(3-chloro-4-fluorophenyl)-N-(3-(4-(2-hydroxyethyl)piperazin-1-yl)propyl)-1-(6-methyl-4-(trifluoromethyl)pyridin-2-yl)pyrrolidine-2-carboxamide ClC=1C=C(C=CC1F)N(C(=O)[C@H]1N(CCC1)C1=NC(=CC(=C1)C(F)(F)F)C)CCCN1CCN(CC1)CCO